N-tosyl-phthalic acid imide S(=O)(=O)(C1=CC=C(C)C=C1)N1C(C=2C(C1=O)=CC=CC2)=O